5-(3,8-diazabicyclo[3.2.1]octan-3-yl)-2-(2,6-dioxopiperidin-3-yl)-4-fluoroisoindoline-1,3-dione C12CN(CC(CC1)N2)C=2C(=C1C(N(C(C1=CC2)=O)C2C(NC(CC2)=O)=O)=O)F